[Cl-].C(CCCCCCC)N1C=[N+](C=C1)CC(CCCC)CC 1-octyl-3-(2-ethylhexyl)imidazolium chloride